2,2,3,3,4,4,5,5,5-Nonafluoropentyl methacrylate C(C(=C)C)(=O)OCC(C(C(C(F)(F)F)(F)F)(F)F)(F)F